P(=O)(OCC1=C(C(=NN1C1=NC=CC(=C1)CC1=CC(=CC(=C1)C(F)(F)F)F)C)C(NC)=O)(O)O (1-(4-(3-fluoro-5-(trifluoromethyl)benzyl)pyridin-2-yl)-3-methyl-4-(methylcarbamoyl)-1H-pyrazol-5-yl)methyl dihydrogen phosphate